COCCCCCCCCCCCCCCCCCCCCCC n-docosyl methyl ether